1-Octadecanyl-2-(9Z,12Z-octadecadienoyl)-sn-glycero-3-phosphocholine C(CCCCCCCCCCCCCCCCC)OC[C@@H](OC(C=CC=CCCCCCCCCCCCCC)=O)COP(=O)([O-])OCC[N+](C)(C)C